C(C1=CC=CC=C1)C=1NC(=NN1)C(=O)NC1=NC=CC(=C1)C1=C(C=C(C=C1)C(C)(C)O)C 5-benzyl-N-(4-(4-(2-hydroxypropane-2-yl)-2-methylphenyl)pyridin-2-yl)-4H-1,2,4-triazole-3-carboxamide